Fluoromethyl 2-{[6-(cyclopropylmethoxy)-5-(3-methoxyazetidin-1-yl)pyridine-2-carbonyl] amino}-2-ethylbutanoate C1(CC1)COC1=C(C=CC(=N1)C(=O)NC(C(=O)OCF)(CC)CC)N1CC(C1)OC